12(S)-hydroxy-(5Z,8Z,10E,14Z)-eicosatetraenoic acid CCCCC/C=C\C[C@@H](/C=C/C=C\C/C=C\CCCC(=O)O)O